((3R,5R)-1-(2-(6-Chloroimidazo[1,2-a]pyridin-3-yl)pyrimidin-4-yl)-5-methylpiperidin-3-yl)carbamic acid tert-butyl ester C(C)(C)(C)OC(N[C@H]1CN(C[C@@H](C1)C)C1=NC(=NC=C1)C1=CN=C2N1C=C(C=C2)Cl)=O